C1(CC1)C1(C(N(C2=CC=CC=C12)C)=O)O 3-cyclopropyl-3-hydroxy-1-methylindolin-2-one